ethyl 2-(2-((5-bromo-1-methyl-1H-indazol-3-yl)methoxy)-4-methoxyphenyl)acetate BrC=1C=C2C(=NN(C2=CC1)C)COC1=C(C=CC(=C1)OC)CC(=O)OCC